IC=1SC2=C(C(=NN(C2=O)CC(=O)OCC)C(C)C)N1 ethyl 2-(2-iodo-4-isopropyl-7-oxothiazolo[4,5-d]pyridazin-6(7H)-yl)acetate